P(=O)(O)(O)C(C)N(C(C)P(=O)(O)O)C(C)P(=O)(O)O N,N,N-tris(1-phosphonoethyl)amine